tantalum (V) n-butoxide [O-]CCCC.[Ta+5].[O-]CCCC.[O-]CCCC.[O-]CCCC.[O-]CCCC